CC(CN1C(NC=2C(=NC=3C=CC=CC3C21)N)=O)C 1-(2-methylpropyl)-1H-imidazo[4,5-c]quinolone-4-amine